(E)-4-(dimethylamino)-1-(10-((4-((3-methoxybenzyl)oxy)phenyl)amino)-2,3-dihydro-4H-[1,4]oxazino[2,3-f]quinazolin-4-yl)but-2-en-1-one CN(C/C=C/C(=O)N1CCOC2=C3C(=NC=NC3=CC=C21)NC2=CC=C(C=C2)OCC2=CC(=CC=C2)OC)C